COC(=O)NC1=NC2=C(N1)C=C(C=C2)C(=O)C3=CC=CS3 The molecule is a member of the class of benzimidazoles that is benzimidalole which is substituted at position 2 by a (methoxycarbonyl)amino group and at position 5 by a 2-thienoyl group. It is an antineoplastic agent that exerts its effect by depolymerising microtubules. It has a role as an antineoplastic agent, a tubulin modulator, an antimitotic and a microtubule-destabilising agent. It is a member of thiophenes, a member of benzimidazoles, a carbamate ester and an aromatic ketone.